NC1=CC(=C(C(=O)NCC2(CCCCC2)N2CCC(CC2)(F)F)C=C1Cl)OC 4-Amino-5-chloro-N-((1-(4,4-difluoropiperidin-1-yl)cyclohexyl)methyl)-2-methoxybenzamid